C1(CC1)OC1=C(C=NC(=C1)F)C(=O)OCC ethyl 4-cyclopropoxy-6-fluoropyridine-3-carboxylate